butyl methyl((2-(piperazin-1-yl)pyrimidin-5-yl)methyl)carbamate CN(C(OCCCC)=O)CC=1C=NC(=NC1)N1CCNCC1